COC1=CC=C(C=C1)SCC=1N=NN(C1)CCN1CCCCC1 4-[4-methoxyphenylthiomethyl]-1-[2-(piperidin-1-yl)ethyl]-1H-1,2,3-triazole